ClC=1C=C(C=C(C1)F)C=1N(N=C2[C@@H](N(CCC21)C(=O)C=2C=C1C=CC=NC1=CC2)C)C (S)-(3-(3-chloro-5-fluorophenyl)-2,7-dimethyl-2,4,5,7-tetrahydro-6H-pyrazolo[3,4-c]pyridin-6-yl)(quinolin-6-yl)methanone